COC(CN(C)C1=CC=C(C=C1)Cl)=O (4-chlorophenyl)-N-methylglycine methyl ester